tert-butyl 2-((tert-butoxycarbonyl)oxy)-6-(ethoxymethyl)-3-((3aS,4R,6R)-3a,5,5-trimethylhexahydro-4,6-methanobenzo[d][1,3,2]dioxaborolan-2-yl)benzoate C(C)(C)(C)OC(=O)OC1=C(C(=O)OC(C)(C)C)C(=CC=C1B1O[C@@]2(C(O1)C[C@@H]1C([C@H]2C1)(C)C)C)COCC